[Zn+2].C(C)(=O)[O-].C(C)(=O)[O-].N1=C(C=CC=C1)C1=NC=CC=C1.N1=C(C=CC=C1)C1=NC=CC=C1 bis(2,2'-bipyridine) bis(acetate) zinc (II)